The molecule is an amino trisaccharide consisting of a 2-acetamido-2-deoxy-beta-D-mannopyranose residue and two beta-D=glucopyranose residues joined in sequence by (1->4) glycosidic bonds. It is an amino trisaccharide and a member of acetamides. It derives from a beta-cellobiose. CC(=O)N[C@H]1[C@H]([C@@H]([C@H](O[C@H]1O[C@@H]2[C@H](O[C@H]([C@@H]([C@H]2O)O)O[C@@H]3[C@H](O[C@H]([C@@H]([C@H]3O)O)O)CO)CO)CO)O)O